C(CC)C(C(=O)OCOC(=O)OC1CN(C1)C)CCCCCCC=CCC=CCCCCC (((((1-methylazetidin-3-yl) oxy) carbonyl) oxy) methyl) propyloctadeca-9,12-dienoate